(S)-N-(4-([1,2,4]triazolo[1,5-a]pyridin-7-yloxy)-2-fluoro-5-methylphenyl)-6,6a,7,8,9,10-hexahydropyrazino[1',2':4,5][1,4]oxazino[2,3-f]quinazolin-4-amine N=1C=NN2C1C=C(C=C2)OC2=CC(=C(C=C2C)NC2=NC=NC1=CC=C3C(=C21)OC[C@H]2N3CCNC2)F